N-[4-(2,6-Dimethylphenyl)-6-(1-phenylcyclopropyl)pyrimidin-2-yl]-1-methyl-pyrazole-4-sulfonamide CC1=C(C(=CC=C1)C)C1=NC(=NC(=C1)C1(CC1)C1=CC=CC=C1)NS(=O)(=O)C=1C=NN(C1)C